3-(1-((3',5'-dichloro-5-((2-(4-(2-hydroxyethyl)piperazin-1-yl)pyrimidin-5-yl)oxy)-[1,1'-biphenyl]-3-yl)methyl)piperidin-4-yl)propanoic acid ClC=1C=C(C=C(C1)Cl)C1=CC(=CC(=C1)OC=1C=NC(=NC1)N1CCN(CC1)CCO)CN1CCC(CC1)CCC(=O)O